N-[2-methyl-5-(1,3-oxazol-5-yl)-[1,2,4]triazolo[1,5-c]pyrimidin-7-yl]acetamide CC1=NN2C(=NC(=CC2=N1)NC(C)=O)C1=CN=CO1